CCCCCCCCCCCCCCCCC(=O)O n-heptadecanoic acid